C1(CC1)N1N=C(C(=C1)[N+](=O)[O-])C(F)(F)F 1-cyclopropyl-4-nitro-3-(trifluoro-methyl)-1H-pyrazole